1,4-bis(methyl)cyclohexane CC1CCC(CC1)C